C(C)OC(=O)C=1C=NN(C1)C=1C=C2C=NNC2=C(C1)F 1-(7-fluoro-1H-indazole-5-yl)-1H-pyrazole-4-carboxylic acid ethyl ester